2-ethyl-4-((3-(1-(2-fluoroethyl)-3-(trifluoromethyl)-1H-pyrazol-4-yl)imidazo[1,2-a]pyrazin-8-yl)amino)-N-(2-(2-morpholinoethoxy)ethyl)benzamide C(C)C1=C(C(=O)NCCOCCN2CCOCC2)C=CC(=C1)NC=1C=2N(C=CN1)C(=CN2)C=2C(=NN(C2)CCF)C(F)(F)F